C(C)OC([C@@H](NC(=O)OC1=CC=C(C=C1)[N+](=O)[O-])C)=O N-(4-nitrophenoxyformyl)alanine ethyl ester